tri-(3-ethyl-phenyl)phosphine tert-butyl-(4E)-4-[(R)-tert-butylsulfinyl]imino-2-methyl-spiro[6H-cyclopenta[c]pyrazole-5,4'-piperidine]-1'-carboxylate C(C)(C)(C)OC(=O)N1CCC2(CC1)\C(\C=1C(=NN(C1)C)C2)=N/[S@](=O)C(C)(C)C.C(C)C=2C=C(C=CC2)P(C2=CC(=CC=C2)CC)C2=CC(=CC=C2)CC